IC=1C=NN(C1)CC12CC3(CC(CC(C1)C3)C2)OCCOC 4-iodo-1-{[3-(2-methoxyethoxy)tricyclo[3.3.1.13,7]dec-1-yl]methyl}-1H-pyrazole